CC=1C=CC(=NC1S(=O)(=O)N1CCN(CCC1)C)NC(C)=O N-(5-methyl-6-((4-methyl-1,4-diazepan-1-yl)sulfonyl)pyridin-2-yl)acetamide